2-butyl-3-((1-tosyl-1H-pyrrol-3-yl)methyl)-1,3-diazaspiro[4.4]non-1-en-4-one C(CCC)C1=NC2(C(N1CC1=CN(C=C1)S(=O)(=O)C1=CC=C(C)C=C1)=O)CCCC2